C(C#CCCC)OC(CCC#N)OCC#CCCC 4,4-bis(hex-2-yn-1-yloxy)butanenitrile